tert-butyl N-[3-(4-bromothiophene-2-amido)-5-fluorophenyl]carbamate BrC=1C=C(SC1)C(=O)NC=1C=C(C=C(C1)F)NC(OC(C)(C)C)=O